N-(3-phenylnaphthyl)-2-(2-tolyl)-indole-13C C1(=CC=CC=C1)C=1C=C(C2=CC=CC=C2C1)N1[13C](=CC2=CC=CC=C12)C1=C(C=CC=C1)C